(S)-N-(3-(4,4,5,5-tetramethyl-1,3,2-dioxaborolan-2-yl)-1-(m-tolyl)propyl)pivaloamide CC1(OB(OC1(C)C)CC[C@@H](C=1C=C(C=CC1)C)NC(C(C)(C)C)=O)C